bis[4-(2-hydroxypropoxy)phenyl]fluorene OC(COC1=CC=C(C=C1)C1=C(C=2CC3=CC=CC=C3C2C=C1)C1=CC=C(C=C1)OCC(C)O)C